C(C1=CC=CC=C1)OCC(COC(CCN=C(NC(=O)OC(C)(C)C)NC(=O)OC(C)(C)C)=O)OC(CCN=C(NC(=O)OC(C)(C)C)NC(=O)OC(C)(C)C)=O 1-(benzyloxy)-3-[(3-{[bis({[(tert-butoxy)carbonyl]amino})methylidene]amino}propanoyl)oxy]propan-2-yl-3-{[bis({[(tert-butoxy)carbonyl]amino})methylidene]amino}propanoate